3-{3-isopropyl-4-[(7-methoxy-4-quinolinyl)oxy]phenyl}-1-[5-(trifluoromethyl)-3-pyridinyl]-2,4-imidazolidinedione C(C)(C)C=1C=C(C=CC1OC1=CC=NC2=CC(=CC=C12)OC)N1C(N(CC1=O)C=1C=NC=C(C1)C(F)(F)F)=O